N1=C(C=CC=C1)SSC1C(CCC1)O 2-(pyridin-2-yldisulfanyl)cyclopentan-1-ol